CC[C@H]1CC[C@H]2[C@@H]3CC[C@@H]4CCCC[C@]4(C)[C@H]3CC[C@]12C 5β-pregnane